3-methoxymethylpyrrolidine-2,5-dione COCC1C(NC(C1)=O)=O